C(OC(CCCCCCCCC)Cl)(OCCC)=O 1-chlorodecyl propyl carbonate